2-(4-chloro-3-fluorophenoxy)-N-(3-{2-[3-(trifluoromethoxy)phenyl]acetylamino}bicyclo[1.1.1]pentan-1-yl)acetamide ClC1=C(C=C(OCC(=O)NC23CC(C2)(C3)NC(CC3=CC(=CC=C3)OC(F)(F)F)=O)C=C1)F